Morpholinyl-(3-nitro-4-(piperidin-1-yl)phenyl)methanone N1(CCOCC1)C(=O)C1=CC(=C(C=C1)N1CCCCC1)[N+](=O)[O-]